The molecule is a myo-inositol monophosphate derivative consisting of 1-O-(6-thiohexylphosphono)-D-myo-inositol having an alpha-D-mannosyl-(1->4)-alpha-D-glucosaminyl residue at the 6-position. It is a glycoside, a disaccharide derivative and a myo-inositol monophosphate derivative. It derives from a myo-inositol. C(CCCS)CCOP(=O)(O)O[C@@H]1[C@@H]([C@@H]([C@H]([C@@H]([C@H]1O[C@@H]2[C@@H]([C@H]([C@@H]([C@H](O2)CO)O[C@@H]3[C@H]([C@H]([C@@H]([C@H](O3)CO)O)O)O)O)N)O)O)O)O